FC1=C(C=CC=C1)C1=CC=C(C(=N1)[N+](=O)[O-])SC(=O)N(C)C N,N-Dimethylaminothiocarboxylic acid S-[[6-(2-fluorophenyl)-2-nitro-3-pyridyl]] ester